FC=1C(=C(C=C(C1)F)O)C1=NN=C(C=2CCCCC12)N[C@H]1CN(CCC1)C 3,5-difluoro-2-(4-(((R)-1-methylpiperidin-3-yl)amino)-5,6,7,8-tetrahydrophthalazin-1-yl)phenol